N-[(E,1S)-6-(dimethylamino)-1-(hydroxymethyl)-6-oxo-hex-4-enyl]carbamate CN(C(/C=C/CC[C@@H](CO)NC([O-])=O)=O)C